N-(5-(5-((1R,2S)-2-fluorocyclopropyl)-1,2,4-oxadiazol-3-yl)-2-methylphenyl)-7-(((1-hydroxycyclopropyl)methoxy)methyl)imidazo[1,2-a]pyridine-3-carboxamide F[C@@H]1[C@H](C1)C1=NC(=NO1)C=1C=CC(=C(C1)NC(=O)C1=CN=C2N1C=CC(=C2)COCC2(CC2)O)C